C(C)(C)C=1C=NN2C1N=C(N=C2NC2CCNCC2)N[C@H](C)C2=CC=NC=C2 (R)-8-isopropyl-N4-(piperidin-4-yl)-N2-(1-(pyridin-4-yl)ethyl)pyrazolo[1,5-a][1,3,5]triazine-2,4-diamine